1-(1-{5-chloro-2-methanesulfinylimidazo[4,3-f][1,2,4]triazin-7-yl}cyclobutyl)ethyl acetate C(C)(=O)OC(C)C1(CCC1)C1=NC(=C2C=NC(=NN21)S(=O)C)Cl